4-[[3-[(1-oxo-2-propen-1-yl)amino]-1-piperidinyl]methyl]-2-pyridinecarboxamide O=C(C=C)NC1CN(CCC1)CC1=CC(=NC=C1)C(=O)N